[Pd].[Ta] tantalum-palladium